C1=CC=CC=2C3=CC=CC=C3C(C12)COC(=O)N([C@H](C(=O)O)CC=1C=NC=C(C1)OC)C (2S)-2-[9H-fluoren-9-yl-methoxycarbonyl(methyl)amino]-3-(5-methoxypyridin-3-yl)propanoic acid